O1CC(=CC1)C=1C=NC(=NC1)C=1C(=C(N)C=CC1)OC 3-(5-(2,5-dihydrofuran-3-yl)pyrimidin-2-yl)-2-methoxyaniline